3-(7-methyl-1H-benzo[d]imidazol-2-yl)-N-(4-pyridazin-3-ylphenyl)aniline CC1=CC=CC2=C1NC(=N2)C=2C=C(NC1=CC=C(C=C1)C=1N=NC=CC1)C=CC2